N1=NC=C(C=C1)C=1OC=C(N1)C(=O)N 2-(pyridazine-4-yl)-1,3-oxaazole-4-carboxamide